CN1C=NC(=C1)CC(=O)O 2-(1-methyl-1H-imidazol-4-yl)acetic acid